FC(C1=NN=C2N1C=CC(=C2C)[C@@H](CC(=O)[O-])C2=CC(=C(C=C2)C)CO)F (S)-3-(3-(difluoromethyl)-8-methyl-[1,2,4]triazolo[4,3-a]pyridin-7-yl)-3-(3-(hydroxymethyl)-4-methylphenyl)propanoate